bis[2-(3-oxetan-yl) butyl] ether O1CC(C1)C(COCC(CC)C1COC1)CC